FC(C(=O)O)(F)F.NC([C@@H](CCC(=O)OCC1=CC=CC=C1)NC([C@H](C)N)=O)=O benzyl (R)-5-amino-4-((S)-2-aminopropanamido)-5-oxopentanoate trifluoroacetate